N-(3,4-dihydroxyl-butyl)acrylamide tert-butyl-(R)-4-(3-aminopiperidin-1-yl)-5,7-dihydro-6H-pyrrolo[3,4-d]pyrimidine-6-carboxylate C(C)(C)(C)OC(=O)N1CC=2N=CN=C(C2C1)N1C[C@@H](CCC1)N.OC(CCNC(C=C)=O)CO